P(=S)(SC(CCCC)C)(OC(CCCC)C)[O-].[Zn+2].CC(CCCC)SP(=S)(OC(CCCC)C)[O-] Zinc di(methylpentyl) dithiophosphate